Methyl 2-(7,7-bis(octylthio)heptyl)-11,11-bis(octylthio)-3-oxoundecanoate C(CCCCCCC)SC(CCCCCCC(C(=O)OC)C(CCCCCCCC(SCCCCCCCC)SCCCCCCCC)=O)SCCCCCCCC